N-(2-bromophenyl)-4-chlorothiobenzamide BrC1=C(C=CC=C1)NC(C1=CC=C(C=C1)Cl)=S